racemic-N-methyl-2-(2-hydroxyethyl)pyrrolidine CN1[C@H](CCC1)CCO |r|